C(C)(C)(C)OC(N(C)C(C1=C(C=CC(=C1)Cl)Br)=O)=O (2-bromo-5-chlorobenzoyl)(methyl)carbamic acid tert-butyl ester